[Na].C1(=CC=CC=C1)P(C1=CC=CC=C1)CC1=C(C=CC=C1)C1=C(C=CC=C1)CP(C1=CC=CC=C1)C1=CC=CC=C1 2,2'-di-(diphenylphosphinomethyl)-1,1'-biphenyl sodium salt